(3,4-epoxycyclohexyl)ethyltriacetoxysilane C1(CC2C(CC1)O2)CC[Si](OC(C)=O)(OC(C)=O)OC(C)=O